C(CCC)N1N=C(C(=C1C(C)C)O)C(C)(C)C 1-n-butyl-3-tert-butyl-4-hydroxy-5-isopropyl-pyrazole